1-(1H-indol-3-yl)-N,N-dimethylpropan-2-amine N1C=C(C2=CC=CC=C12)CC(C)N(C)C